3-(2-chloro-4'-((4-methyl-2-oxopyridin-1(2H)-yl)methyl)-[1,1'-biphenyl]-3-yl)piperidine-2,6-dione ClC1=C(C=CC=C1C1C(NC(CC1)=O)=O)C1=CC=C(C=C1)CN1C(C=C(C=C1)C)=O